CC1N(C(CCC1)C)B(Br)Br (2,6-dimethyl-piperidino)dibromoborane